C(C)N(C1=CC(=C(C(=O)C2=C(C(=O)O)C=CC=C2)C=C1)O)CC 2-(4-diethylamino-2-hydroxybenzoyl)benzoic acid